O.S(=O)(=O)(O)CCS(=O)(=O)O.C(C)(C)C=1C=NN2C1N=C(C=C2NC2CCN(CC2)C(=O)O[C@@H]2CN(CC2)C(\C=C\CN(C)C)=O)C.CN(C)C/C=C/C(=O)N2C[C@H](CC2)OC(=O)N2CCC(CC2)NC2=CC(=NC=1N2N=CC1C(C)C)C.O [(3S)-1-[(E)-4-(dimethylamino)but-2-enoyl]pyrrolidin-3-yl] 4-[(3-isopropyl-5-methyl-pyrazolo[1,5-a]pyrimidin-7-yl)amino]piperidine-1-carboxylate hemi-edisylate hydrate